OC1=C(C=C2C(C(NC2=C1)=O)(C)C)C(=O)O 6-Hydroxy-3,3-dimethyl-2-oxoindoline-5-carboxylic acid